C(=O)(O)C1=CC=C(C=C1)C1=C(C(=CC=C1)O)C=1C(=CC=CC1)O 4-carboxyphenyl-biphenol